C(C)(C)N(P(O[C@@H]1[C@H](O[C@@H]([C@@H]1F)N1C2=NC=NC(=C2N=C1)NC(C1=CC=CC=C1)=O)CNC(C1=CC=CC=C1)(C1=CC=CC=C1)C1=CC=CC=C1)OCCC#N)C(C)C (2R,3R,4R,5S)-5-(6-benzamido-9H-purin-9-yl)-4-fluoro-2-((tritylamino)methyl)tetrahydrofuran-3-yl (2-cyanoethyl) diisopropylphosphoramidite